4-([1,1'-Biphenyl]-4-yloxy)-6-chloro-N-(3-fluorophenyl)-1,3,5-triazin-2-amine C1(=CC=C(C=C1)OC1=NC(=NC(=N1)Cl)NC1=CC(=CC=C1)F)C1=CC=CC=C1